N-((3R,4S)-3-(4-oxa-7-azaspiro[2.5]octan-7-yl)chroman-4-yl)-2-(trifluoromethyl)-1-((2-(trimethylsilyl)ethoxy)methyl)-1H-pyrrolo[3,2-c]pyridin-4-amine C1CC12OCCN(C2)[C@H]2COC1=CC=CC=C1[C@@H]2NC2=NC=CC1=C2C=C(N1COCC[Si](C)(C)C)C(F)(F)F